FC1(CC1)C(=O)NC=1N=CC2=C(N=CC(=C2C1)C1=CC=CC=C1)NC 1-fluoro-N-(8-(methylamino)-5-phenyl-2,7-naphthyridin-3-yl)cyclopropane-1-carboxamide